CC=1C=C2C(C=C(OC2=CC1)N1CC2(CCC1)CCOCC2)=O 6-methyl-4-oxo-2-(9-oxa-2-azaspiro[5.5]undecan-2-yl)-4H-chromen